FC1=C(OC=2C=3N(N=C(C2)C=2C=C4C=CN(C(C4=CC2)=O)C2CCN(CC2)C(=O)OC(C)(C)C)C=C(N3)C)C=CC=C1 tert-butyl 4-[6-[8-(2-fluorophenoxy)-2-methyl-imidazo[1,2-b]pyridazin-6-yl]-1-oxo-2-isoquinolyl]piperidine-1-carboxylate